4-methyl-5-[3-methyl-7-[[6-[(1S,4S)-2-oxa-5-azabicyclo[2.2.1]hept-5-yl]pyridazin-3-yl]amino]imidazo[4,5-b]pyridin-5-yl]oxypyridine-2-carbonitrile CC1=CC(=NC=C1OC1=CC(=C2C(=N1)N(C=N2)C)NC=2N=NC(=CC2)N2[C@@H]1CO[C@H](C2)C1)C#N